CC=1OC=2C(=NC=C(C2)NC(C2=CC=CC=C2)C2=CC=CC=C2)N1 N-(2-methyl-oxazolo[4,5-b]pyridin-6-yl)-1,1-diphenylmethylamine